N=C1[N-]C=CN1 IMINOIMIDAZOLIDE